4-(1-((2-((6-azaspiro[3.4]octan-6-yl)methyl)-1H-indole-6-yl)methyl)-1H-1,2,3-triazole-4-yl)-1H-indazole-6-amine C1CCC12CN(CC2)CC=2NC1=CC(=CC=C1C2)CN2N=NC(=C2)C2=C1C=NNC1=CC(=C2)N